4-[[4-(5-chloropyrimidin-2-yl)-1-bicyclo[2.2.2]octanyl]methyl]morpholine ClC=1C=NC(=NC1)C12CCC(CC1)(CC2)CN2CCOCC2